C(#N)C=1C=C(C=NC1N1N=CC=N1)NC(=O)C=1C=NN(C1C(F)(F)F)C1=NC(=C(C=C1)F)N1CC(C1)O N-(5-cyano-6-(2H-1,2,3-triazol-2-yl)pyridin-3-yl)-1-(5-fluoro-6-(3-hydroxyazetidin-1-yl)pyridin-2-yl)-5-(trifluoromethyl)-1H-pyrazole-4-carboxamide